CC1=CC(=NO1)C=1N(C=CC1)S(=O)(=O)C1=CC=C(C)C=C1 2-(5-methylisoxazol-3-yl)-1-p-toluenesulfonyl-1H-pyrrole